COC1=C(C=C(C=C1OC)[N+](=O)[O-])C(C)=O 1-(2,3-dimethoxy-5-nitrophenyl)ethanone